5-chloro-4-(((1R,4R)-4-((methylamino)methyl)cyclohexyl)methoxy)-N-(4-morpholinophenyl)pyrimidin-2-amine ClC=1C(=NC(=NC1)NC1=CC=C(C=C1)N1CCOCC1)OCC1CCC(CC1)CNC